C1(CC1)C=1C=C2C=C(N=CC2=CN1)NC1=NC=NC(=C1)C 6-cyclopropyl-N-(6-methylpyrimidin-4-yl)-2,7-naphthyridin-3-amine